OC1=C(C=CC(=C1C)O)C(=O)C1=CC=CC=C1 1-(2,4-dihydroxy-3-methylphenyl)(phenyl)methanone